C(C=C)(=O)OCC(C(C(C(C(C(COC(C=C)=O)(F)F)(F)F)(F)F)(F)F)(F)F)(F)F 2,2,3,3,4,4,5,5,6,6,7,7-dodecafluoro-1,8-octanediol diacrylate